BrC1=C(C=C(C=C1N1C2=CC=C(C=C2C=2C=C(C=CC12)C(C)(C)C)C(C)(C)C)C1=CC(=CC=C1)C(F)(F)F)N1C2=CC=C3C(=C2C=2C=C4C(=CC12)C=CC=C4)C=CC=C3 7-(4-bromo-5-(3,6-di-tert-butyl-9H-carbazol-9-yl)-3'-(trifluoromethyl)-[1,1'-biphenyl]-3-yl)-7H-dibenzo[b,g]carbazole